N1=C(C=C2N1C=CC=C2)CNN2C(CCCC2)=O 1-(pyrazolo[1,5-a]pyridin-2-ylmethylamino)piperidin-2-one